(N-[4-amino-5-(4-cyano-3-fluoro-benzoyl)thiazol-2-yl]-4-fluoro-anilino)propanamide NC=1N=C(SC1C(C1=CC(=C(C=C1)C#N)F)=O)N(C1=CC=C(C=C1)F)C(C(=O)N)C